N-[(3S,4R)-3-fluoro-1-methylpiperidin-4-yl]-2-(5-{[(5-methoxypyridin-2-yl)amino]methyl}-1,2,4-oxadiazol-3-yl)-1-(2,2,2-trifluoroethyl)-1H-indol-4-amine F[C@H]1CN(CC[C@H]1NC=1C=2C=C(N(C2C=CC1)CC(F)(F)F)C1=NOC(=N1)CNC1=NC=C(C=C1)OC)C